4-chloro-2-methyl-6-(3-methylazetidin-3-yl)pyrido[3,4-d]pyridazine-1,7(2H,6H)-dione ClC1=NN(C(C=2C1=CN(C(C2)=O)C2(CNC2)C)=O)C